BrC1=CC2=C(S(CC2(C)C)(=O)=O)C=C1 5-bromo-3,3-dimethyl-2,3-dihydrobenzo[b]thiophene 1,1-dioxide